carbodiimide, guanidinium salt NC(=[NH2+])N.N=C=N